C(CCCCC)C(C(=O)OCCCCCCN(CCCCCCOC(C(CCCCCCCC)CCCCCC)=O)CCC(CN(C)C)O)CCCCCCCC 6-[[4-(dimethylamino)-3-hydroxy-butyl]-[6-(2-hexyldecanoyloxy)hexyl]amino]hexyl 2-hexyldecanoate